5-(1-((4,4-difluorocyclohexyl)methyl)-3-methyl-4-(trifluoromethyl)-1H-pyrazole-5-carboxamido)picolinamide FC1(CCC(CC1)CN1N=C(C(=C1C(=O)NC=1C=CC(=NC1)C(=O)N)C(F)(F)F)C)F